(E)-N-(4-(1-(6-(4-(3-(2-((2-(2,6-dioxopiperidin-3-yl)-1-oxoisoindolin-4-yl)amino)ethoxy)propanoyl)piperazin-1-yl)nicotinoyl)piperidin-4-yl)butyl)-3-(pyridin-3-yl)acrylamide O=C1NC(CCC1N1C(C2=CC=CC(=C2C1)NCCOCCC(=O)N1CCN(CC1)C1=NC=C(C(=O)N2CCC(CC2)CCCCNC(\C=C\C=2C=NC=CC2)=O)C=C1)=O)=O